1-(3-fluoropyridin-2-yl)-N-(pyrazolo[1,5-a]pyridin-5-ylmethyl)ethan-1-amine FC=1C(=NC=CC1)C(C)NCC1=CC=2N(C=C1)N=CC2